1-(((tert-Butoxycarbonyl)amino)methyl)cyclohexane-1-carboxylic acid C(C)(C)(C)OC(=O)NCC1(CCCCC1)C(=O)O